COC(C1=C(N=CC=C1)N1C[C@@H](O[C@@H](C1)C)C)=O ((2S,6R)-2,6-dimethylmorpholino)nicotinic acid methyl ester